methyl (S)-2-((S)-2-((tert-butoxycarbonyl)(methyl)amino) propanamido)-2-cyclohexylacetate C(C)(C)(C)OC(=O)N([C@H](C(=O)N[C@H](C(=O)OC)C1CCCCC1)C)C